ClC1=CC=NC=2CC(CCC12)C 4-chloro-7-methyl-5,6,7,8-tetrahydroquinoline